4-(morpholin-4-yl)-7,14-dioxa-11,19,20-triazatetracyclo[13.5.2.12,6.018,21]tricosa-1(20),2,4,6(23),15,17,21-heptaene N1(CCOCC1)C=1C=C2C3=NNC4=CC=C(OCCNCCCOC(C1)=C2)C=C34